5-(1-(6,7-dihydro-5H-cyclopenta[c]pyridin-7-yl)-4-hydroxypiperidin-4-yl)-2-(2,6-dioxopiperidin-3-yl)isoindoline-1,3-dione C1=NC=CC2=C1C(CC2)N2CCC(CC2)(O)C=2C=C1C(N(C(C1=CC2)=O)C2C(NC(CC2)=O)=O)=O